N-(4-fluorophenyl)-3-(5-(4-methylpyrimidine-2-carbonyl)-5,6,7,8-tetrahydro-1,5-naphthyridin-2-yl)oxetane-3-carboxamide FC1=CC=C(C=C1)NC(=O)C1(COC1)C1=NC=2CCCN(C2C=C1)C(=O)C1=NC=CC(=N1)C